1-((4-(trifluoromethyl)phenyl)ethynyl)cyclobutyl 2-bromoacetate BrCC(=O)OC1(CCC1)C#CC1=CC=C(C=C1)C(F)(F)F